benzyl N-(((9H-fluoren-9-yl)methoxy)carbonyl)-O-allyl-L-serinate C1=CC=CC=2C3=CC=CC=C3C(C12)COC(=O)N[C@@H](COCC=C)C(=O)OCC1=CC=CC=C1